Tetramercaptoterephthalic acid SC1=C(C(=C(C(=C1C(=O)O)S)S)C(=O)O)S